O=C1N(CC2=C3C(=CC=C12)C1(CCN(CC1)CC1=NC=CC=N1)CO3)C3C(NC(CC3)=O)=O 3-(6-oxo-1'-(pyrimidin-2-ylmethyl)-6,8-dihydro-2H,7H-spiro[furo[2,3-e]isoindole-3,4'-piperidin]-7-yl)piperidine-2,6-dione